[NH2+]1CCOCC1.C(C)(=O)[O-] acetic acid morpholinium salt